Cl.N12CCC(CC1)(CC2)C(=O)O 1-azabicyclo[2.2.2]octane-4-carboxylic acid hydrochloride